BrC=1N=C(C(=NC1)I)OCC1=CC=C(C=C1)OC 5-bromo-2-iodo-3-((4-methoxybenzyl)oxy)pyrazine